CC1([C@H]2CN([C@@H]([C@@H]12)C(=O)N[C@H](C(=O)OC)C[C@H]1C(NCC1)=O)C(=O)C1(CC1)C1=CC=CC=C1)C (S)-methyl 2-((1R,2S,5S)-6,6-dimethyl-3-(1-phenylcyclopropanecarbonyl)-3-azabicyclo[3.1.0]hexane-2-carboxamido)-3-((S)-2-oxopyrrolidin-3-yl)propanoate